COC1=C(C=C(C=N1)N1N=C(C2=C1CCOCC2)OC[C@@H]2CN(CCO2)C(=O)OC(C)(C)C)C (S)-tert-Butyl 2-(((1-(6-methoxy-5-methylpyridin-3-yl)-4,5,7,8-tetrahydro-1H-oxepino[4,5-c]pyrazol-3-yl)oxy)methyl)morpholine-4-carboxylate